CS(=O)(C)=NC=1C=CC(=NC1)C=1C(=NC=CN1)[C@H](C)NC(CC1=C(C=CC=C1C(F)(F)F)F)=O (S)-N-(1-(3-(5-((dimethyl(oxo)-λ6-sulfaneylidene)amino)pyridin-2-yl)pyrazin-2-yl)ethyl)-2-(2-fluoro-6-(trifluoromethyl)phenyl)acetamide